((1S,2R,3R,4R)-1-(aminomethyl)-2,3-dihydroxy-6,8-dioxabicyclo[3.2.1]oct-4-yl)pyrrolidin-2-one NC[C@@]12[C@@H]([C@@H]([C@H](C(OC1)O2)N2C(CCC2)=O)O)O